FC=1C=C(C=C(C1)F)[C@@H]1N(OCC1)C1=NC(=NC=N1)NC=1C(=CC(=C(C1)NC(C=C)=O)N(C)CCN(C)C)OC (R)-N-(5-((4-(3-(3,5-difluorophenyl)isoxazolidin-2-yl)-1,3,5-triazin-2-yl)amino)-2-((2-(dimethylamino)ethyl)(methyl)amino)-4-methoxyphenyl)acrylamide